[2-(2-aminoethylamino)ethylamino]propyl-trimethoxysilane NCCNCCNCCC[Si](OC)(OC)OC